C(C(C)C)(=O)N[C@H]1C(O)O[C@@H]([C@@H]([C@@H]1O)O)CO N-Isobutyrylgalactosamin